3-(2-chloro-4'-(2-oxotetrahydropyrimidin-1(2H)-yl)-[1,1'-biphenyl]-3-yl)piperidine-2,6-dione ClC1=C(C=CC=C1C1C(NC(CC1)=O)=O)C1=CC=C(C=C1)N1C(NCCC1)=O